C(C)(C)(C)C=1N(C=CN1)CC1=C(C=C(C=C1)C1=C(SC(=C1)CC(C)C)S(=O)(=O)NC(=O)NCC)F 1-[[3-[4-[(2-Tert-butylimidazol-1-yl)methyl]-3-fluoro-phenyl]-5-isobutyl-2-thienyl]sulfonyl]-3-ethyl-urea